4-[1-(1H-pyrrolo[2,3-b]pyridin-4-yl)-1H-pyrazol-4-yl]benzonitrile N1C=CC=2C1=NC=CC2N2N=CC(=C2)C2=CC=C(C#N)C=C2